C1(=CC=CC=C1)N1N=CC(=N1)N 2-phenyl-4-amino-1,2,3-triazole